(R)-methyl 5-(3-acetamidopyrrolidin-1-yl)-4-bromo-2-nitrobenzoate C(C)(=O)N[C@H]1CN(CC1)C=1C(=CC(=C(C(=O)OC)C1)[N+](=O)[O-])Br